C(C)(C)(C)OOC(C)(C)C1=C(C=CC=C1)C(C)(OOC(C)(C)C)C bis(1-(tert-butylperoxy)-1-methyl-ethyl)benzene